COC([C@H](O)C1=C(C=CC=C1)Cl)=O R-o-chloromandelic acid methyl ester